5-Hydroxyethyl-4-methylthiazole OCCC1=C(N=CS1)C